C1(CC1)C1=C(OC=2CCC3=CN(N=C3C21)C[C@@H]2OCCOC2)C(=O)OC methyl 8-cyclopropyl-2-{[(2S)-1,4-dioxan-2-yl] methyl}-4,5-dihydro-2H-furo[2,3-g]indazole-7-carboxylate